5-bromoquinazoline-8-carbaldehyde BrC1=C2C=NC=NC2=C(C=C1)C=O